F[P-](F)(F)(F)(F)F.N1=C(C=CC=C1)C1=C(C=CC=C1)[Ir+]C1=C(C=CC=C1)C1=NC=CC=C1 bis[(2-pyridinyl)phenyl]iridium (hexafluorophosphate) salt